N-[(2S)-2-[N-(5-bromo-2-fluorophenyl)4-nitrobenzenesulfonylamino]propyl]carbamic acid tert-butyl ester C(C)(C)(C)OC(NC[C@H](C)N(C1=C(C=CC(=C1)Br)F)S(=O)(=O)C1=CC=C(C=C1)[N+](=O)[O-])=O